CC=1N=C(SC1C)NC(=O)C=1C(=C(C=CC1)NCCOCCC(=O)O)C 3-(2-((3-((4,5-dimethylthiazol-2-yl)carbamoyl)-2-methylphenyl)amino)ethoxy)propanoic acid